COCCOCCOCCOCCNC(=O)C=1C(OC2=CC(=CC=C2C1)NC(OCC1=CC=CC=C1)=O)=O benzyl (3-((2,5,8,11-tetraoxatridecan-13-yl)carbamoyl)-2-oxo-2H-chromen-7-yl)carbamate